[2-(4-Methyl-[1,4]diazepan-1-yl)-1,7,11b-triaza-benzo[c]fluoren-6-yl]-(2-methyl-pyrrolidin-1-yl)-methanone CN1CCN(CCC1)C1=NC2=C(C=C(C3=NC=4C=CC=CC4N23)C(=O)N2C(CCC2)C)C=C1